anthra[1',2':4,5]imidazo[1,2-a]naphtho[1',2':4,5]thieno[2,3-c]pyridine C1=C2C=CC3=C(C4=C(C=5N(C=C4)C4=C(N5)C5=CC6=CC=CC=C6C=C5C=C4)S3)C2=CC=C1